ClC=1C=C(C=CC1CN1C(=NC(=C1)C)C)C1=NOC(=N1)C(F)(F)F 3-[3-chloro-4-[(2,4-dimethylimidazol-1-yl)methyl]phenyl]-5-(trifluoromethyl)-1,2,4-oxadiazole